OCC(C)(C)SCC(=O)OC(C)(C)C tertbutyl 2-((1-hydroxy-2-methylpropan-2-yl)thio)acetate